(2S,4R)-4-fluoro-4-(hydroxymethyl)-1-((4-phenoxybutyryl)glycyl)pyrrolidine-2-carboxylic acid F[C@@]1(C[C@H](N(C1)C(CNC(CCCOC1=CC=CC=C1)=O)=O)C(=O)O)CO